2-fluoro-4-((3-(3-(trifluoromethyl)-1H-pyrazol-4-yl)imidazo[1,2-a]pyrazin-8-yl)amino)benzoic acid FC1=C(C(=O)O)C=CC(=C1)NC=1C=2N(C=CN1)C(=CN2)C=2C(=NNC2)C(F)(F)F